(5-((5-fluoropyridin-2-yl)oxy)pyridin-2-yl)-6-(2,2,2-trifluoroethyl)-6-azaspiro[2.5]octane-1-carboxamide FC=1C=CC(=NC1)OC=1C=CC(=NC1)C1(CC12CCN(CC2)CC(F)(F)F)C(=O)N